C1(=CCCCC1)C1=C(C=C2C(C(=CN(C2=C1)C1CC1)CN(CC1=CC(=NC=C1)C)[C@@H]1CN(CCC1)C=1C=NC(=CC1)C)=O)F 7-(cyclohex-1-en-1-yl)-1-cyclopropyl-6-fluoro-3-({[(3S)-1-(6-methylpyridin-3-yl)piperidin-3-yl][(2-methylpyridin-4-yl)methyl]amino}methyl)-1,4-dihydroquinolin-4-one